(S)-2-amino-5-((5-aminopentyl)amino)pentanoic acid tri-hydrochloride Cl.Cl.Cl.N[C@H](C(=O)O)CCCNCCCCCN